FC(C=1C(=C(C=CC1)[C@@H](C)NC1=NN(C(C=2C1=CN(C(C2)=O)C21CN(CC1C2)C(=O)OC(C)(C)C)=O)C)F)F tert-butyl 1-(4-(((R)-1-(3-(difluoromethyl)-2-fluorophenyl)ethyl)amino)-2-methyl-1,7-dioxo-1,7-dihydropyrido[3,4-d]pyridazin-6(2H)-yl)-3-azabicyclo[3.1.0]hexane-3-carboxylate